FC1=CC=C(C=C1C1=C(C=CC=C1)C)[C@H](CC(=O)[O-])NC(=O)NC=1C(N(C=CC1[O-])C)=O.[Na+].[Na+] sodium (S)-3-(6-fluoro-2'-methylbiphenyl-3-yl)-3-(3-(1-methyl-4-oxido-2-oxo-1,2-dihydropyridin-3-yl)ureido)propanoate